4-(3-methyl-1-(4-(trifluoromethyl)phenyl)cyclobutoxy)-2-methylene-4-oxobutanoic acid CC1CC(C1)(OC(CC(C(=O)O)=C)=O)C1=CC=C(C=C1)C(F)(F)F